FC=1C(=CC2=C(COB2O)C1)F 5,6-Difluoro-1,3-dihydro-1-hydroxy-2,1-benzoxaborole